FC1(CCC(CC1)NC(C(C=1C=NC=CC1)(C)N(C(=O)[C@H]1[C@@H]2C[C@@H]2CN1)C1=CC=C(C=C1)S(F)(F)(F)(F)F)=O)F (1R,2R,5S)-N-[2-[(4,4-difluorocyclohexyl)amino]-1-methyl-2-oxo-1-(3-pyridyl)ethyl]-N-[4-(pentafluoro-λ6-sulfanyl)phenyl]-3-azabicyclo[3.1.0]hexane-2-carboxamide